((1-(6,7-dimethoxyquinazolin-4-yl)piperidin-4-yl)methyl)phosphonic acid COC=1C=C2C(=NC=NC2=CC1OC)N1CCC(CC1)CP(O)(O)=O